4-(4-{[4-ethyl-2-(trifluoromethyl)phenyl]methoxy}-3-methoxyphenyl)-2H,4H,5H,6H,7H-pyrazolo[3,4-b]pyridin-6-one C(C)C1=CC(=C(C=C1)COC1=C(C=C(C=C1)C1C=2C(NC(C1)=O)=NNC2)OC)C(F)(F)F